galactosyl-carbon malonate C(CC(=O)[O-])(=O)[O-].C1([C@H](O)[C@@H](O)[C@@H](O)[C@H](O1)CO)[C+3].C(CC(=O)[O-])(=O)[O-].C(CC(=O)[O-])(=O)[O-].C1([C@H](O)[C@@H](O)[C@@H](O)[C@H](O1)CO)[C+3]